1-((5-(2,6-Dioxopiperidin-3-yl)-4-oxo-5,6-dihydro-4H-thieno[3,4-c]pyrrol-1-yl)methyl)-3-(3-(4-(4-(quinoxalin-2-yl)-1H-pyrazol-1-yl)piperidin-1-yl)phenyl)urea O=C1NC(CCC1N1CC=2C(C1=O)=CSC2CNC(=O)NC2=CC(=CC=C2)N2CCC(CC2)N2N=CC(=C2)C2=NC1=CC=CC=C1N=C2)=O